4,4'-(2-fluoro-1,4-phenylene)didibenzo[b,d]furan FC1=C(C=CC(=C1)C1=CC=CC2=C1OC1=C2C=CC=C1)C1=CC=CC2=C1OC1=C2C=CC=C1